4-(4-fluoro-2-nitrophenoxy)-5,6,7,8-tetrahydropyrido[3,4-d]pyrimidine FC1=CC(=C(OC=2C3=C(N=CN2)CNCC3)C=C1)[N+](=O)[O-]